CNC(C1=CC(=CC=C1)C(C1=CC=CC=C1)N1C2CN(CC1CC2)C(C2=CN=CC(=C2)C)=O)=O N-methyl-3-((3-(5-methylnicotinoyl)-3,8-diazabicyclo[3.2.1]octan-8-yl)(phenyl)methyl)benzamide